6-ethyl-5,7-dioxo-6,7-dihydro-5H-pyrrolo[3',4':5,6][1,4]dithiino[2,3-c][1,2]thiazole-3-carbonitrile C(C)N1C(C=2SC=3C(=NSC3C#N)SC2C1=O)=O